C[C@H]1N2N=CC(C3=NN(C=4C=CC(O[C@@H](CCOCC1)C)=CC34)C3OCCCC3)=N2 (6R,12R)-6,12-dimethyl-18-(oxan-2-yl)-9,13-dioxa-4,5,18,19,22-pentaazatetracyclo[12.5.2.12,5.017,20]docosa-1(19),2(22),3,14(21),15,17(20)-hexaene